OCC#CC1=CC=C(OC2CS(C2)(=O)=O)C=C1 3-(4-(3-hydroxyprop-1-yn-1-yl)phenoxy)thietane 1,1-dioxide